C(C=C)(=O)N1C[C@@H](N(C[C@H]1C)C=1C2=C(N(C(N1)=O)C=1C(=NC=CC1C)C(C)C)N=C(C(=C2)C#N)N2CCCCC2)C 4-((2S,5R)-4-acryloyl-2,5-dimethylpiperazin-1-yl)-1-(2-isopropyl-4-methylpyridin-3-yl)-2-oxo-7-(piperidin-1-yl)-1,2-dihydropyrido[2,3-d]pyrimidine-6-carbonitrile